OCC(C)(C)NC1=NC=C(C=N1)C=O 2-[(2-hydroxy-1,1-dimethyl-ethyl)amino]pyrimidine-5-carbaldehyde